CN1C(C(=CC=C1)NC=1C(C(C1N[C@H](CC)C1=CC=CC=C1)=O)=O)=O (R)-3-(1-methyl-2-oxo-1,2-dihydropyridin-3-ylamino)-4-(1-phenylpropylamino)cyclobut-3-ene-1,2-dione